COC=1C=C2C(C(C(N(C2=CC1)C)=O)[N+](=O)[O-])=O 6-methoxy-1-methyl-3-nitroquinoline-2,4(1H,3H)-dione